Cl.CNC[C@@H]1OCC2=C(C=CC=C12)C1=CC=NC=C1 (R)-N-Methyl-1-(4-(pyridin-4-yl)-1,3-dihydroisobenzofuran-1-yl)methanamine hydrochloride salt